C(CCCCCCCCCCC)N.C1(=CC=CC=C1)OP(=O)(OC1=CC=CC=C1)O.FC1=C(C(=CC(=C1)OC)F)C1=C(C(N(N1C)C1=NC=CC=C1)=O)C1=C(C(=O)N)C=CC(=C1)OC(F)F [5-(2,6-difluoro-4-methoxyphenyl)-1-methyl-3-oxo-2-(pyridin-2-yl)-2,3-dihydro-1H-pyrazol-4-yl]-4-(difluoromethoxy)benzamide diphenyl-phosphate laurylamine salt